IC=1N=CN(C1)C1COC1 4-iodo-1-(oxetan-3-yl)imidazole